benzyl 6-methoxy-4-(methoxymethoxy)-2,3-dimethylbenzoate COC1=CC(=C(C(=C1C(=O)OCC1=CC=CC=C1)C)C)OCOC